C(C)C=1C=C(COC2=C(C=C(C=C2)NC(C=C)=O)F)C=CC1 N-(4-((3-ethylbenzyl)oxy)-3-fluorophenyl)acrylamide